NCCNCC1=C(C=CC=C1)CN N-(2-aminoethyl)-1,2-bis(aminomethyl)benzene